FC=1C=C(C=CC1OC)C1=CN=C2N1C=CN=C2NC2=CC(=C(C(=O)NCCCOCC(N1CCNCC1)=O)C=C2)C 4-[[3-(3-fluoro-4-methoxy-phenyl)imidazo[1,2-a]pyrazin-8-yl]amino]-2-methyl-N-[3-(2-oxo-2-piperazin-1-yl-ethoxy)propyl]benzamide